6-chloro-7-(2,4-difluorophenyl)-8-iodo-1,3-dihydroquinazoline-2,4-dione ClC=1C=C2C(NC(NC2=C(C1C1=C(C=C(C=C1)F)F)I)=O)=O